BENZYLACETATE C(C1=CC=CC=C1)CC(=O)[O-]